FC(C1(CC(=CC(C1)(O)C(F)(F)F)C1=CC=CC=C1)O)(F)F 3,5-bistrifluoromethyl-3,5-dihydroxybiphenyl